N-(4-((5-((5-((3-amino-3-iminopropyl)carbamoyl)-1-methyl-1H-pyrrol-3-yl)carbamoyl)-1-methyl-1H-pyrrol-3-yl)carbamoyl)phenyl)benzo[c][1,2,5]oxadiazole-5-carboxamide NC(CCNC(=O)C1=CC(=CN1C)NC(=O)C1=CC(=CN1C)NC(=O)C1=CC=C(C=C1)NC(=O)C1=CC=2C(=NON2)C=C1)=N